eicosa-7-yn-11-one CCCCCCC#CCCC(CCCCCCCCC)=O